COC(=O)C1=C(SC2=C1C=CC(=C2)O)N(CC2=C(C=CC=C2)C)C(C)=O 2-[acetyl-(2-methylbenzyl)amino]-6-hydroxy-1-benzothiophene-3-carboxylic acid methyl ester